O1C=NC2=C1C=C(C=C2)NC(C2=C(C=CC(=C2)Cl)O)=O N-(benzo[d]oxazol-6-yl)-5-chloro-2-hydroxybenzoamide